1-methyl-3-methoxyethyl-1,2,4-triazole chloride [Cl-].CN1N=C(N=C1)CCOC